NC1(CCCCC1)CNC(OCC1=CC=CC=C1)=O Benzyl N-[(1-aminocyclohexyl)methyl]carbamate